ethyl 7-hydroxy-2-(4-phenoxyphenyl)-2H-pyrazolo[4,3-b]pyridine-3-carboxylate OC=1C=2C(N=CC1)=C(N(N2)C2=CC=C(C=C2)OC2=CC=CC=C2)C(=O)OCC